FC1=C(CC=2C=NN(C2)C(=O)N[C@@H]2C(N(C3=C(OC2)C=CC(=C3)C#CC(C)(C)O)C)=O)C=CC(=C1)F (S)-4-(2,4-difluorobenzyl)-N-(7-(3-hydroxy-3-methylbut-1-yn-1-yl)-5-methyl-4-oxo-2,3,4,5-tetrahydrobenzo[b][1,4]oxazepin-3-yl)-1H-pyrazole-1-carboxamide